5-(Methylamino)-6-(3-methylimidazo[4,5-c]pyridin-7-yl)-3-[4-(2-morpholinoethyl)anilino]pyrazin-2-carboxamid CNC=1N=C(C(=NC1C=1C2=C(C=NC1)N(C=N2)C)C(=O)N)NC2=CC=C(C=C2)CCN2CCOCC2